tert-butyl [(morpholin-2-yl)methyl]carbamate N1CC(OCC1)CNC(OC(C)(C)C)=O